CC(CC(=O)[O-])C 3-methyl-butanoate